3-(2,3-Dihydrobenzofuran-6-yl)-3-(4-hydroxyphenyl)-5-(trifluoromethoxy)indol-2-one O1CCC2=C1C=C(C=C2)C2(C(NC1=CC=C(C=C21)OC(F)(F)F)=O)C2=CC=C(C=C2)O